8-[[(1S)-3-carbamoyl-1-[[(4-isopropylphenyl)methyl]carbamoyl]propyl]carbamoyl]-6-oxo-octahydropyrrolo[1,2-a][1,5]diazocine-3-carboxylic acid phenylmethyl ester C1(=CC=CC=C1)COC(=O)N1CCC2N(C(CC1)=O)C(CC2)C(N[C@@H](CCC(N)=O)C(NCC2=CC=C(C=C2)C(C)C)=O)=O